6-chloro-N,4-dimethyl-3-nitropyridin-2-amine ClC1=CC(=C(C(=N1)NC)[N+](=O)[O-])C